5-[2-[2-(3,4-dichlorophenyl)azepan-1-yl]-2-oxoethyl]-1-[(4-phenylphenyl)methyl]-pyrrolidin-2-one ClC=1C=C(C=CC1Cl)C1N(CCCCC1)C(CC1CCC(N1CC1=CC=C(C=C1)C1=CC=CC=C1)=O)=O